COC(C(=O)OCC1CC1)OC(C1=C(C=C(C(=C1)N1C(N(C(=CC1=O)C(F)(F)F)C)=O)F)Cl)=O 2-chloro-4-fluoro-5-(3-methyl-2,6-dioxo-4-trifluoromethyl-3,6-dihydropyrimidin-1(2H)-yl)benzoic acid (1-methoxy-1-cyclopropylmethoxycarbonyl methyl) ester